C(NC(CCCCCCCCCCCCCCC(C)C)=O)NC(CCCCCCCCCCCCCCC(C)C)=O N,N'-methylenebis(isostearamide)